FC1(CNCCC1NC(=O)C1=C(OC2=C1C=C(C=C2C)OCC=2C(=NC=CC2)C(F)(F)F)C)F N-(3,3-difluoropiperidin-4-yl)-2,7-dimethyl-5-((2-(trifluoromethyl)pyridin-3-yl)methoxy)-benzofuran-3-carboxamide